3-(2-Chloro-5-fluorophenoxy)-N-(2-fluoro-5-methanesulfonylphenyl)-6-(trifluoromethyl)pyridazine-4-carboxamide ClC1=C(OC=2N=NC(=CC2C(=O)NC2=C(C=CC(=C2)S(=O)(=O)C)F)C(F)(F)F)C=C(C=C1)F